N-Methyl-N-((E)-3-(4-((3-methyl-4-((1-methyl-1H-benzo[d]imidazol-5-yl)oxy)phenyl)amino)pyrido[3,2-d]pyrimidin-6-yl)allyl)but-2-enamide CN(C(C=CC)=O)C\C=C\C=1C=CC=2N=CN=C(C2N1)NC1=CC(=C(C=C1)OC1=CC2=C(N(C=N2)C)C=C1)C